C(C)(C)(C)OC(=O)N1CC2=CC=C(C=C2CC1)O 6-hydroxy-3,4-dihydro-1H-isoquinoline-2-carboxylic acid tert-butyl ester